ClC(CCCCC=C)C 7-chloro-1-octene